C1(=CC=CC=2C3=CC=CC=C3NC12)C1=C(C=CC=C1)C1=CC(=CC(=C1)C1=C(C=CC=C1)C1=CC=CC=2C3=CC=CC=C3NC12)C1=C(C=CC=C1)C1=CC=CC=2C3=CC=CC=C3NC12 1,3,5-tri(2-carbazolylphenyl)benzene